(3,8,8-trimethyl-1,2,3,4,5,6,7,8-octahydronaphthalen-2-yl)methyl acetate C(C)(=O)OCC1CC=2C(CCCC2CC1C)(C)C